(2-[8-(dimethoxymethylsilyl)octoxy]-5-hydroxyphenyl)tri(p-tolyl)phosphonium bromide [Br-].COC(OC)[SiH2]CCCCCCCCOC1=C(C=C(C=C1)O)[P+](C1=CC=C(C=C1)C)(C1=CC=C(C=C1)C)C1=CC=C(C=C1)C